N-(4-fluoro-3-methylphenyl)-5-(2-(((1s,4s)-4-hydroxy-1-methylcyclohexyl)amino)-2-oxoacetyl)-1,4-dimethyl-2-(pyridin-4-yl)-1H-pyrrole-3-carboxamide FC1=C(C=C(C=C1)NC(=O)C1=C(N(C(=C1C)C(C(=O)NC1(CCC(CC1)O)C)=O)C)C1=CC=NC=C1)C